O1CCN(CC1)CC1=CC=C(CO)C=C1 4-(morpholinomethyl)benzyl alcohol